(2S,4S)-4-fluoro-1-[2-[4-[(8-fluoro-5-quinolinyl)amino]-1-piperidinyl]acetyl]pyrrolidine-2-carbonitrile F[C@H]1C[C@H](N(C1)C(CN1CCC(CC1)NC1=C2C=CC=NC2=C(C=C1)F)=O)C#N